C(CCC)(=O)OCC(O)CO.C(CCC)(=O)OCC(O)CO.C(CCC)(=O)OCC(O)CO Triglyceryl tributyrate